ClC=1C=C(C=CC1Cl)N1N=C(CC1)NC(=O)[C@H]1CN(CC1)CCOCCOCCNC(OC(C)(C)C)=O tert-butyl (R)-(2-(2-(2-(3-((1-(3,4-dichlorophenyl)-4,5-dihydro-1H-pyrazol-3-yl)carbamoyl)pyrrolidin-1-yl)ethoxy)ethoxy)ethyl)carbamate